FC1=C(C=C(C=C1)[C@H](CO)NC(C=CC1=CC=C(C=C1)F)=O)N1CCOCC1 (R)-N-[1-(4-fluoro-3-morpholin-4-yl-phenyl)-2-hydroxy-ethyl]-3-(4-fluoro-phenyl)-acrylamide